(R)-3-(3-(Fluoromethyl)azetidine-1-carbonyl)-2-(3-methylpyrazin-2-yl)-5-(4-(2,2,2-trifluoro-1-phenylethoxy)phenyl)pyrazolo[1,5-a]pyrimidin-7(4H)-one FCC1CN(C1)C(=O)C=1C(=NN2C1NC(=CC2=O)C2=CC=C(C=C2)O[C@@H](C(F)(F)F)C2=CC=CC=C2)C2=NC=CN=C2C